7-amino-N-[(2S)-6-[(3S,4S)-3-amino-4-methoxypyrrolidin-1-yl]-1,2,3,4-tetrahydronaphthalen-2-yl]-3-methylthieno[2,3-b]pyrazine-6-carboxamide NC1=C(SC2=NC(=CN=C21)C)C(=O)N[C@@H]2CC1=CC=C(C=C1CC2)N2C[C@@H]([C@H](C2)OC)N